5-(2-aminopiperazin-1-yl)-3-hydroxy-2,3-dihydro-1,4-benzodioxine NC1N(CCNC1)C1=CC=CC=2OCC(OC21)O